3-(difluoromethyl)-1-methyl-N-[4'-(trifluoromethyl)-biphenyl-2-yl]-1H-pyrazole-4-carboxamide FC(C1=NN(C=C1C(=O)NC1=C(C=CC=C1)C1=CC=C(C=C1)C(F)(F)F)C)F